tert-butyl (4-(1,4,5,6-tetrahydro-[1,1-biphenyl]-3-yl)thiazol-2-yl)carbamate C1(C=C(CCC1)C=1N=C(SC1)NC(OC(C)(C)C)=O)C1=CC=CC=C1